S(=O)(O)O.O water, sulfite salt